N=1SN=C2C1C=CC(=C2)C(=O)OC methyl benzo-2,1,3-thiadiazole-5-carboxylate